benzothiazinedione S1(NC=CC2=C1C=CC=C2)(=O)=O